C(C)(C)(C)OC(=O)C1CC(C1)OCCOCC1=CC=CC=C1 3-(2-benzyloxyethoxy)cyclobutanecarboxylic acid tert-butyl ester